C(C)(C)(C)OC(=O)N1CCC(CC1)N(C=1C=NC2=CC=C(C=C2C1)OC)C 4-(methyl-(6-methoxyquinolin-3-yl)amino)piperidine-1-carboxylic acid tert-butyl ester